N-(2-chloro-3'-(7-chloro-5-(hydroxymethyl)benzo[d]oxazol-2-yl)-2'-methyl-[1,1'-biphenyl]-3-yl)-5-(dimethoxymethyl)picolinamide ClC1=C(C=CC=C1NC(C1=NC=C(C=C1)C(OC)OC)=O)C1=C(C(=CC=C1)C=1OC2=C(N1)C=C(C=C2Cl)CO)C